2-(3,4-Dimethoxyphenyl)-3-ethyl-1H-indole-5-carboxylic acid methyl ester COC(=O)C=1C=C2C(=C(NC2=CC1)C1=CC(=C(C=C1)OC)OC)CC